ClC1=CC=C(CNC(=O)[C@]23[C@@H]([C@@H]4[C@H](C(N2)=O)[C@@H](CN4CC(C)C)C3)CC(C)C)C=C1 |o1:9,10,11,12,16| (3S*,3aR*,6S*,7R*,7aR*)-N-(4-chlorobenzyl)-1,7-diisobutyl-4-oxooctahydro-6H-3,6-methanopyrrolo[3,2-c]pyridine-6-carboxamide